ClC=1C=C(C=NC1)C=1SC(=C(N1)C)C1=NN(C(C=C1)=O)CC(=O)NCC 2-(3-(2-(5-Chloropyridin-3-yl)-4-methylthiazol-5-yl)-6-oxopyridazin-1(6H)-yl)-N-ethyl-acetamide